tertbutyl 2-[1-(3,5-difluorophenyl)pyrazol-4-yl]acetate FC=1C=C(C=C(C1)F)N1N=CC(=C1)CC(=O)OC(C)(C)C